methyl-(2S,4R)-4-fluoropyrrolidine CN1CC[C@H](C1)F